N-(4-bromo-2-cyclopropyl-5-methylphenyl)pyridin-2-amine BrC1=CC(=C(C=C1C)NC1=NC=CC=C1)C1CC1